C(#N)CC=1C2=C(S(C1)(=O)=O)C(=CC=C2)NC2C(CN(CC2)C)F 3-(cyanomethyl)-7-((3-fluoro-1-methylpiperidin-4-yl)amino)-1,1-dioxidobenzo[b]thiophen